3-[6-(4-amino-1-piperidyl)-1-methyl-indazol-3-yl]piperidine-2,6-dione hydrochloride Cl.NC1CCN(CC1)C1=CC=C2C(=NN(C2=C1)C)C1C(NC(CC1)=O)=O